Methyl 4-[3-[2,6-dichloro-4-(1,6-diazaspiro[3.3]heptan-6-yl)benzoyl]-2,4-dihydro-1,3-benzoxazin-8-yl]-5-fluoro-2-(3-oxa-8-azabicyclo[3.2.1]octan-8-yl)benzoate ClC1=C(C(=O)N2COC3=C(C2)C=CC=C3C3=CC(=C(C(=O)OC)C=C3F)N3C2COCC3CC2)C(=CC(=C1)N1CC2(CCN2)C1)Cl